FC=1C(=NC=CC1)C(C)N(C(C(=O)O)=O)CC=1C=CC2=C(N=C(S2)C)C1 2-((1-(3-fluoropyridin-2-yl)ethyl)((2-methylbenzo[d]thiazol-5-yl)methyl)amino)-2-oxoacetic acid